FC1=C(C(=NC(=N1)C=1N=C(N(C1)C)S(=O)(=O)C)OC)C(F)(F)F 6-fluoro-4-methoxy-2-[2-(methylsulfonyl)-1-methyl-1H-imidazol-4-yl]-5-(trifluoromethyl)pyrimidine